2',5'-Bis-O-(tert-butyldimethylsilyl)-3'-deoxy-3',4'-didehydro-4-N-hydroxycytidine [Si](C)(C)(C(C)(C)C)O[C@H]1[C@@H](OC(=C1)CO[Si](C)(C)C(C)(C)C)N1C(=O)N=C(NO)C=C1